3,5-dimethyl-isoxazole-4-sulfonyl chloride CC1=NOC(=C1S(=O)(=O)Cl)C